C[C@H](CCCC(=C)C)[C@H]1CC[C@@H]2[C@@]1(CC[C@H]3[C@H]2CCC4([C@@]3(CCCC4)C)ON(CCCCN)C=O)C N-(4-aminobutyl)-(cholesten-5-yloxyl)formamide